OC(CCCCCCCC=CC=CC=CC=CC=CC=CC(=O)O)C 21-hydroxydocosahexaenoic acid